C=1N=CN2C1C1=CC=CC=C1[C@H]2[C@@H]2[C@@H](C1=CC=C(C=C1CC2)S(=O)(=O)C)O (1S,2R)-2-((R)-5H-imidazo[5,1-a]isoindol-5-yl)-6-(methylsulfonyl)-1,2,3,4-tetrahydronaphthalen-1-ol